OC1=C(C=NC=C1)N1C(N=C(C2=C1N=C(C=C2)C(F)(F)F)NC)=O 1-(4-hydroxypyridin-3-yl)-4-(methyl-amino)-7-(trifluoromethyl)pyrido[2,3-d]-pyrimidin-2(1H)-one